5-(4-cyclopropyl-6-methoxypyrimidin-5-yl)-N-(3,3-difluoro-1-(4-(1-methyl-4-(trifluoromethyl)-1H-imidazol-2-yl)phenyl)cyclobutyl)-2-methyl-2H-pyrazolo[4,3-d]pyrimidin-7-amine C1(CC1)C1=NC=NC(=C1C=1N=C(C=2C(N1)=CN(N2)C)NC2(CC(C2)(F)F)C2=CC=C(C=C2)C=2N(C=C(N2)C(F)(F)F)C)OC